FC(C1=CC=C(C=C1)N1CC2N(C3=C1C=CC=N3)CCN(C2)C(C=C)=O)(F)F 1-(5-(4-(trifluoromethyl)phenyl)-5,6,6a,7,9,10-hexahydro-8H-pyrazino[1,2-a]pyrido[3,2-e]pyrazin-8-yl)prop-2-en-1-one